FC(S(=O)(=O)OC1=CC=2C(C(CCC2C=C1CC)=O)(C)C)(F)F 3-ethyl-8,8-dimethyl-7-oxo-5,6,7,8-tetrahydronaphthalen-2-yl trifluoromethanesulfonate